2-quinolinecarboxylic acid-N-oxide [N+]=1(C(=CC=C2C=CC=CC12)C(=O)O)[O-]